[(1R)-3-[3-[4-(5-hydroxy-1-tetrahydropyran-2-yl-indazol-3-yl)imidazol-1-yl]propoxy]-1-methyl-propyl] methanesulfonate CS(=O)(=O)O[C@@H](CCOCCCN1C=NC(=C1)C1=NN(C2=CC=C(C=C12)O)C1OCCCC1)C